4-(6-((5-fluoro-4-(7-fluoro-2,3,3-trimethyl-3H-indol-5-yl)pyrimidin-2-yl)amino)pyridin-3-yl)piperazine FC=1C(=NC(=NC1)NC1=CC=C(C=N1)N1CCNCC1)C=1C=C2C(C(=NC2=C(C1)F)C)(C)C